ClC1=CC=C2C(=N1)N=C(O2)N2CCN(CC2)C(=O)C=2C(=NC(=CC2)OCC2(CC2)C(F)(F)F)Cl [4-(5-chlorooxazolo[4,5-b]pyridin-2-yl)piperazin-1-yl]-[2-chloro-6-[[1-(trifluoromethyl)cyclopropyl]methoxy]-3-pyridyl]methanone